ClC1=CC=C(CN(C(=O)N[C@@H](C(C)C)C(=O)N[C@H](CCC(=O)O)C(=O)O)C)C=C1 ((4-chlorobenzyl)(methyl)carbamoyl)-L-valyl-D-glutamic acid